FC1=C(C=C(C(=C1)N1C[C@H](N([C@H](C1)C)C)C)NC(=O)C1=CNC(C=C1C(F)(F)F)=O)C=1CCN(CC1)C(=O)OC(C)(C)C |r| tert-butyl 4-[2-fluoro-5-[[6-oxo-4-(trifluoromethyl)-1H-pyridine-3-carbonyl] amino]-4-[rac-(3R,5S)-3,4,5-trimethylpiperazin-1-yl] phenyl]-3,6-dihydro-2H-pyridine-1-carboxylate